NC=1C=CC(=C2CN(C(C12)=O)CC(C#N)=C)C1=CC=C2C(=N1)C(=NN2)C2=CC=CC=C2 2-[(7-amino-1-oxo-4-{3-phenyl-1H-pyrazolo[4,3-b]pyridin-5-yl}-2,3-dihydro-1H-isoindol-2-yl)methyl]prop-2-enenitrile